FC1=CC=C(C=C1)C=CCC1=CC=C(C=C1)F 1,3-bis(4-fluorophenyl)propene